N-(4-(4-(thiomorpholine-4-carbonyl)phenyl)-1H-pyrrolo[2,3-b]pyridin-6-yl)cyclopropylcarboxamide N1(CCSCC1)C(=O)C1=CC=C(C=C1)C1=C2C(=NC(=C1)NC(=O)C1CC1)NC=C2